(1,4-oxaazepan-4-yl)methanone di-sec-Butyl-peroxydicarbonate C(C)(CC)OC(=O)OOC(=O)OC(C)CC.O1CCN(CCC1)C=O